C1(CCCCC1)C=1C=CC(=NC1)CN(C(=O)[C@@H]1N(CC1)S(=O)(=O)C1=C(C(=C(C(=C1F)F)F)F)F)C=1C(=C2COC(C2=CC1)=O)F (R)-N-((5-cyclohexylpyridin-2-yl)methyl)-N-(4-fluoro-1-oxo-1,3-dihydroisobenzofuran-5-yl)-1-((perfluorophenyl)sulfonyl)azetidine-2-carboxamide